8-acetyl-7-methoxy-2-(morpholin-4-yl)-3,4-dihydroquinazolin-4-one C(C)(=O)C=1C(=CC=C2C(NC(=NC12)N1CCOCC1)=O)OC